N-lauroyl-glycolamide C(CCCCCCCCCCC)(=O)NC(CO)=O